CC=1N(C=CN1)CC1=CC=C(C=C1)CO 4-((2-methyl-1H-imidazol-1-yl)methyl)phenylmethanol